2-[(vinyloxy)ethyl]bicyclo[2.2.1]heptane C(=C)OCCC1C2CCC(C1)C2